FC=1C=C2C(=NC=NC2=C(C1)OC)N1CCC(CC1)CCP(O)(O)=O (2-(1-(6-fluoro-8-methoxyquinazolin-4-yl)piperidin-4-yl)ethyl)phosphonic Acid